2-tert-butyl-6-(3'-tert-butyl-5'-methyl-hydroxybenzyl)-4-methylphenyl acrylate C(C=C)(=O)OC1=C(C=C(C=C1C(C1=CC(=CC(=C1)C)C(C)(C)C)O)C)C(C)(C)C